C(C)(C)(C)N(C(O)=O)[C@H](C(=O)N1[C@@H](CCC1)C(NC1=CC=C(C=C1)CO)=O)C(C)C.N1=C(C=CC=C1)N1N=NC2=C1C=CC=C2 1-(2-pyridyl)benzotriazole Tert-butyl-((S)-1-((S)-2-((4-(hydroxymethyl)phenyl)carbamoyl)pyrrolidin-1-yl)-3-methyl-1-oxobutan-2-yl)carbamate